ferrocenyl-thiosemicarbazide [C-]1(C=CC=C1)NNC(=S)N.[CH-]1C=CC=C1.[Fe+2]